monochloroamine ClN